C1(CC1)C1=NC=CC(=C1)NC(=O)C=1C=NN(C1C(F)(F)F)C1=C2C=CNC(C2=CC=C1)=O N-(2-Cyclopropylpyridin-4-yl)-1-(1-oxo-1,2-dihydroisochinolin-5-yl)-5-(trifluoromethyl)-1H-pyrazol-4-carboxamid